C(C)OC(C(C=1C(=NC=CC1)C1CCC1)Cl)=O 2-chloro-2-(2-cyclobutylpyridin-3-yl)acetic acid ethyl ester